2,6-dimethyl-9,10-bis(n-propoxycarbonyloxy)anthracene CC1=CC2=C(C3=CC=C(C=C3C(=C2C=C1)OC(=O)OCCC)C)OC(=O)OCCC